ClC1=C(C=C(C(=C1)F)C1=NN=C(N1)C1CC1)NC(=O)C=1C=NN2C1C=CC=C2 N-[2-Chloro-5-(5-cyclopropyl-4H-1,2,4-triazol-3-yl)-4-fluorophenyl]pyrazolo[1,5-a]pyridine-3-carboxamide